C(#N)C1=NC=CC(=C1)C1=CN=C(O1)C(=O)N1[C@@H]2[C@H](CC1)[C@H](N(C2)C#N)C |r| rac-(3ar,4r,6ar)-1-(5-(2-cyanopyridin-4-yl)oxazol-2-carbonyl)-4-methyl-hexahydropyrrolo[3,4-b]pyrrole-5(1H)-carbonitrile